C=NCCS methyleneaminoethyl mercaptan